C(C)(C)(C)OC(=O)N1C(C(CCC1)O)CNC1=NC=2N(C(=C1)N(C(=O)OC(C)(C)C)C1=CC(=CC=C1)N)N=CC2C(C)C (((7-((3-aminophenyl)(tert-butoxycarbonyl)amino)-3-isopropylpyrazolo[1,5-a]Pyrimidin-5-yl)amino)methyl)-3-hydroxypiperidine-1-carboxylic acid tert-butyl ester